3,2',3'-trifluoro-4-trifluoromethyl-biphenyl-2-yl triflate O(S(=O)(=O)C(F)(F)F)C1=C(C=CC(=C1F)C(F)(F)F)C1=C(C(=CC=C1)F)F